N-hydroxyl-1-((4'-((4-(1-methoxy-2-methylpropane-2-yl)piperazine-1-yl)methyl)-[1,1'-biphenyl]-4-yl)sulfonyl)-1,2,3,4-tetrahydropyridine-4-formamide ONC(=O)C1CCN(C=C1)S(=O)(=O)C1=CC=C(C=C1)C1=CC=C(C=C1)CN1CCN(CC1)C(COC)(C)C